[Si](C1=CC=CC=C1)(C1=CC=CC=C1)(C(C)(C)C)OCC[C@H](CCC)NC=1C2=C(N=C(N1)NC(=O)OC)C(=NN2CC2=C(C=C(C(=O)OC)C=C2)OC)C methyl (S)-4-((7-((1-((tert-butyldiphenylsilyl)oxy)hexan-3-yl)amino)-5-((methoxycarbonyl)amino)-3-methyl-1H-pyrazolo[4,3-d]pyrimidin-1-yl)methyl)-3-methoxybenzoate